COC1=CC=C(C=N1)[C@@H](CC(=O)O)C=1C=NN(C1)CCCC1=NC=2NCCCC2C=C1 |r| (±)-3-(6-methoxypyridin-3-yl)-3-(1-(3-(5,6,7,8-tetrahydro-1,8-naphthyridin-2-yl)propyl)-1H-pyrazol-4-yl)propionic acid